triethyleneglycol carbonate C(O)(=O)OCCOCCOCCO